Tert-butyl ((S)-1-((2S,4R)-2-((2-chloro-4-ethynyl-6-methoxybenzyl)carbamoyl)-4-hydroxypyrrolidin-1-yl)-3,3-dimethyl-1-oxobutan-2-yl)carbamate ClC1=C(CNC(=O)[C@H]2N(C[C@@H](C2)O)C([C@H](C(C)(C)C)NC(OC(C)(C)C)=O)=O)C(=CC(=C1)C#C)OC